C(C1=CC=CC=C1)OCC1=NC=2C(=NC(=CC2N2CCOCC2)N2N=C(C=C2)C=2C=C(C=CC2)C)N1C1OCCCC1 4-(2-((benzyloxy)methyl)-3-(tetrahydro-2H-pyran-2-yl)-5-(3-(m-tolyl)-1H-pyrazol-1-yl)-3H-imidazo[4,5-b]pyridin-7-yl)morpholine